2-(((2-aminoacetamido)methoxy)acetyl)-9-chloro-11-hydroxy-10,13,16-trimethyl-3-oxo-6,7,8,9,10,11,12,13,14,15,16,17-dodecahydro-3H-cyclopenta[a]phenanthrene-17-propionate NCC(=O)NCOCC(=O)C1=CC2(C3(C(CC4(C(C(CC4C3CCC2=CC1=O)C)CCC(=O)[O-])C)O)Cl)C